C1(=CC=CC=C1)C=1C=NC(=NC1)NC1=CC(=NC=C1)C(=O)O 4-((5-phenylpyrimidin-2-yl)amino)picolinic acid